2-(4-{[(3r,5r)-5-fluoro-1-methylpiperidin-3-yl]amino}pyrrolo[1,2-d][1,2,4]triazin-1-yl)-5-(trifluoromethyl)phenol F[C@@H]1C[C@H](CN(C1)C)NC1=NN=C(C=2N1C=CC2)C2=C(C=C(C=C2)C(F)(F)F)O